COC1=C2C(NC(=NC2=CC(=C1)OC)C1=CC(=C(OCCNS(=O)(=O)C(C)C)C(=C1)C)C)=O N-(2-(4-(5,7-dimethoxy-4-oxo-3,4-dihydroquinazolin-2-yl)-2,6-dimethylphenoxy)ethyl)propane-2-sulfonamide